C(CCCCCCCCCCCCCCC(C)C)(=O)OCCCCC pentyl isostearate